4-[4-(3,5-difluorophenyl)-3-methyl-1H-pyrazol-1-yl]-1H-pyrrolo[2,3-b]pyridine FC=1C=C(C=C(C1)F)C=1C(=NN(C1)C1=C2C(=NC=C1)NC=C2)C